(3s,6s)-3,6-dichloromethyl-2,5-diketopiperazine ClC[C@@H]1C(N[C@@H](C(N1)=O)CCl)=O